(diphenyltriazinyl)(phenyldibenzoselenophenyl)pyridine C1(=CC=CC=C1)C1=C(C(=NN=N1)C=1C(=NC=CC1)C1=C(C=CC=2[Se]C3=C(C21)C=CC=C3)C3=CC=CC=C3)C3=CC=CC=C3